(R)-6-(5-methoxy-4-((5-(4-methyl-1-oxo-1,3-dihydroisobenzofuran-5-yl)-2-oxooxazolidin-3-yl)methyl)-1H-pyrazol-1-yl)-4-methylnicotinonitrile COC1=C(C=NN1C1=NC=C(C#N)C(=C1)C)CN1C(O[C@@H](C1)C=1C(=C2COC(C2=CC1)=O)C)=O